2-ethylhexyl tertiary butyl peroxycarbonate C(OCC(CCCC)CC)(=O)OOC(C)(C)C